N-(5-chloro-6-(4-hydroxyphenoxy)pyrimidin-4-yl)cinnamamide ClC=1C(=NC=NC1OC1=CC=C(C=C1)O)NC(C=CC1=CC=CC=C1)=O